1-(methylenedi-4,1-phenylene)bis[2-hydroxy-2-methyl-1-propanone] C(C1=CC=C(C=C1)C(C(C)(C)O)=O)C1=CC=C(C=C1)C(C(C)(O)C)=O